C(#C)C1=CC=C(C(=O)NC2=CC=C(C=C2)CC[C@@H]2NCCCC2)C=C1 |r| (RS)-4-Ethynyl-N-(4-(2-(piperidin-2-yl)-ethyl)-phenyl)-benzamid